F[C@@H]1C[C@]2(CCCN2C1)COC=1N=C(C2=C(N1)C(=C(N=C2)C2=CC(=CC1=CC=CC(=C21)Cl)O)F)N2CC1CCC(C2)N1 4-(2-{[(2R,7aR)-2-fluoro-hexahydro-1H-pyrrolizin-7a-yl]methoxy}-4-{3,8-diazabicyclo[3.2.1]octan-3-yl}-8-fluoropyrido[4,3-d]pyrimidin-7-yl)-5-chloronaphthalen-2-ol